CC1CN(CC(O1)C)C(=O)C=1C=C2C=CC=NC2=CC1 6-(2,6-dimethylmorpholine-4-carbonyl)quinolin